2-ethyl-6-chloro-1,4,4a,9a-tetrahydroanthraquinone C(C)C=1CC2C(C3=CC=C(C=C3C(C2CC1)=O)Cl)=O